CN1N=C(C=C1S(=O)(=O)C1C(CCC12CCNCC2)=O)C ((1,3-dimethyl-1H-pyrazol-5-yl)sulfonyl)-8-azaspiro[4.5]decan-2-one